4-(4-(2-(2,6-dioxopiperidin-3-yl)-1,3-dioxoisoindolin-5-yl)piperazin-1-yl)butanoic acid O=C1NC(CCC1N1C(C2=CC=C(C=C2C1=O)N1CCN(CC1)CCCC(=O)O)=O)=O